ClC=1C(=C(C=CC1)C1=NC2=CC=C(C=C2C(=N1)N)OC1CCNCC1)F (3-chloro-2-fluorophenyl)-6-(piperidin-4-yloxy)quinazolin-4-amine